CN(C1CCN(CC1)C(=O)C1=CC=C(C=C1)C1=NN2C(S1)=NC=C2)C 2-(4-(4-Dimethylaminopiperidinecarboyl)phenyl)imidazolo[2,1-b][1,3,4]thiadiazole